(hexafluorobutyl) methacrylate C(C(=C)C)(=O)OC(C(CC(F)(F)F)F)(F)F